methyl 4-(3,4-dichloro-5-methyl-1H-pyrrole-2-carboxamido)-3-(2,6-dimethylmorpholino)benzoate ClC1=C(NC(=C1Cl)C)C(=O)NC1=C(C=C(C(=O)OC)C=C1)N1CC(OC(C1)C)C